ICCCCCCCCCC iododecane